(Di-tert-butyl-(3-isopropylphenyl)phosphine) palladium [Pd].C(C)(C)(C)P(C1=CC(=CC=C1)C(C)C)C(C)(C)C